bis(2-{(3-methoxybenzyl)(4-dimethylaminobenzyl)aminocarbonyloxy ethoxy} ethyl)2,6-pyridinedicarboxylate COC=1C=C(CC(COCCOC(=O)C2=NC(=CC=C2)C(=O)OCCOCC(OC(=O)NCC2=CC=C(C=C2)N(C)C)CC2=CC(=CC=C2)OC)OC(=O)NCC2=CC=C(C=C2)N(C)C)C=CC1